C(=O)C1=CNC2=C1C(=NC=C2)N2C[C@H](N(C[C@@H]2C)C(=O)OC(C)(C)C)C tert-Butyl (2R,5S)-4-(3-formyl-1H-pyrrolo[3,2-c]pyridin-4-yl)-2,5-dimethylpiperazine-1-carboxylate